3-(4-methoxyspiro{1,2-dioxetane-3,2'-tricyclo[3.3.1.1(3,7)]decane}-4-yl)phenylphosphoric acid disodium salt [Na+].[Na+].COC1(OOC12C1CC3CC(CC2C3)C1)C=1C=C(C=CC1)OP([O-])([O-])=O